(3S)-8-(4-acryloylpiperazin-1-yl)-l-1-(2,4-difluorophenyl)-3-(2-methoxyethoxy)-10-(trifluoromethyl)-3,4-dihydro-2H,6H-[1,4]thiazepino[2,3,4-ij]quinazolin-6-one C(C=C)(=O)N1CCN(CC1)C1=NC(N2C3=C(C=C(C=C13)C(F)(F)F)S(C[C@H](C2)OCCOC)C2=C(C=C(C=C2)F)F)=O